N-(4-((2-amino-5-chloropyrimidin-4-yl)oxy)-3-fluorophenyl)-1-(4-fluorophenyl)-2-oxo-1,2-dihydropyridine-3-carboxamide NC1=NC=C(C(=N1)OC1=C(C=C(C=C1)NC(=O)C=1C(N(C=CC1)C1=CC=C(C=C1)F)=O)F)Cl